C(CCCCC)C1(CCC(O1)=O)C 5-hexyl-5-methyl-tetrahydrofuran-2-one